Methyl 3-((tert-butoxycarbonyl)(methyl)amino)-4-(pyridin-2-yl)benzoate C(C)(C)(C)OC(=O)N(C=1C=C(C(=O)OC)C=CC1C1=NC=CC=C1)C